methyl (S)-2-(((4-amino-6-methylpyridin-3-yl)amino)methyl)morpholine-4-carboxylate NC1=C(C=NC(=C1)C)NC[C@H]1CN(CCO1)C(=O)OC